Cl.NC[C@H](C(=O)OC)O methyl (2R)-3-amino-2-hydroxy-propanoate hydrochloride